2-[8-tert-butoxycarbonyl-1-(cyclopropylmethyl)-6,7-dihydropyrrolo[3,2-g]indol-2-yl]-7-fluoro-1-methyl-benzimidazole-5-carboxylic acid C(C)(C)(C)OC(=O)N1CCC=2C=CC3=C(C12)N(C(=C3)C3=NC1=C(N3C)C(=CC(=C1)C(=O)O)F)CC1CC1